C(CCCCCCC)OC(=O)C=1C2=C(OC1C)C1=CC=CC=C1C(=C2)NS(=O)(=O)C2=CC=CC=C2 2-methyl-5-(phenylsulfonamido)naphtho[1,2-b]furan-3-carboxylic acid octyl ester